N'-(tert-butyldimethylsilyl)-6-methoxy-4,5,6,7-tetrahydrobenzo[c]thiophene-1-sulfonimidamide [Si](C)(C)(C(C)(C)C)N=S(=O)(N)C=1SC=C2C1CC(CC2)OC